C(C)[C@]1(C=C[C@@H](C1)N1C2=NC(=NC(=C2N=C1)OC)\N=C/N(C)C)O (Z)-N'-(9-((1R,4S)-4-ethyl-4-hydroxycyclopent-2-en-1-yl)-6-methoxy-9H-purin-2-yl)-N,N-dimethylformimidamide